C1(=CC=CC=C1)OC(C1=C(C=CC(=C1)S(F)(F)(F)(F)F)O)=O phenyl-2-hydroxy-5-(pentafluoro-λ6-sulfaneyl)benzoate